ClC=1C=2N(C=CC1)N=C(C2)[C@@H]2N(CCC1=C2N=CN1)C(=O)C=1OC(=NN1)C=1C(=NC=CC1)C (R)-(4-(4-chloropyrazolo[1,5-a]pyridin-2-yl)-6,7-dihydro-1H-imidazo[4,5-c]pyridin-5(4H)-yl)(5-(2-methylpyridin-3-yl)-1,3,4-oxadiazol-2-yl)methanone